6-Ethyl-1-methyl-1,6-dihydro-2H-pyrido[3',2':6,7]azepino[4,3,2-cd]isoindol-2-one C(C)N1C2=C(C=C3N(C(C=4C=CC=C1C34)=O)C)C=CC=N2